racemic-3-tert-Butoxycarbonylamino-cyclobutanecarboxylic acid C(C)(C)(C)OC(=O)NC1CC(C1)C(=O)O